CN([C@H]1CN(CC1)C1=CC=CC(=N1)N1CC=2C(=NC=CC2C1=O)C1=C(C=CC=C1OC)F)C 2-(6-((R)-3-(dimethylamino)pyrrolidin-1-yl)pyridin-2-yl)-4-(2-fluoro-6-methoxyphenyl)-2,3-dihydro-1H-pyrrolo[3,4-c]pyridin-1-one